[C@H]12CN(C[C@@H]2C1C(=O)OCC)C(=O)OCC[Si](C)(C)C 6-ethyl 3-[2-(trimethylsilyl) ethyl] (1R,5S,6r)-3-azabicyclo[3.1.0]hexane-3,6-dicarboxylate